OC1C(CC12CCN(CC2)C(CN2C(CCCC2)=O)=O)C2N1C(C=3C=CC=CC23)=CN=C1 1-[2-[3-hydroxy-2-(5H-imidazo[1,5-b]isoindol-5-yl)-7-azaspiro[3.5]nonan-7-yl]-2-oxoethyl]piperidin-2-one